2-oxo-3-azabicyclo[3.1.0]hexane O=C1C2CC2CN1